The molecule is an organophosphate oxoanion obtained by deprotonation of the phosphate OH group of (R)-lipoyl-GMP; major species at pH 7.3. It has a role as a mammalian metabolite. It is a conjugate base of a (R)-lipoyl-GMP. C1CSS[C@@H]1CCCCC(=O)OP(=O)([O-])OC[C@@H]2[C@H]([C@H]([C@@H](O2)N3C=NC4=C3N=C(NC4=O)N)O)O